CS(=C(OC(C)C)[O-])SSS(=C([O-])[O-])C isopropyl dithiobis(methylthiocarbonate)